N=1ON=C2C1C=CC(=C2)COC2=C(CN[C@H](CO)C(=O)O)C=C(C(=C2)OCC=2C(=C(C=CC2)C2=CC(=CC=C2)OC)Br)Cl (2-(benzo[c][1,2,5]oxadiazol-5-ylmethoxy)-4-((2-bromo-3'-methoxy-[1,1'-biphenyl]-3-yl)methoxy)-5-chlorobenzyl)-D-serine